4-[4-(4-Fluoro-1,3-benzooxazol-2-yl)piperidin-1-yl]-1-methyl-2-oxo-1,2-dihydroquinoline-3-carbonitrile FC1=CC=CC2=C1N=C(O2)C2CCN(CC2)C2=C(C(N(C1=CC=CC=C21)C)=O)C#N